(R)-2-Hydroxy-4-(1-((pentafluorophenyl)sulfonyl)-N-(4-(tetrahydro-2H-pyran-4-yl)benzyl)pyrrolidine-2-carboxamido)benzoic acid OC1=C(C(=O)O)C=CC(=C1)N(C(=O)[C@@H]1N(CCC1)S(=O)(=O)C1=C(C(=C(C(=C1F)F)F)F)F)CC1=CC=C(C=C1)C1CCOCC1